Bis-(1,2,2,6,6-pentamethyl-4-piperidyl) terephthalate C(C1=CC=C(C(=O)OC2CC(N(C(C2)(C)C)C)(C)C)C=C1)(=O)OC1CC(N(C(C1)(C)C)C)(C)C